S(=O)(=O)(O)OC1[C@H](N)[C@@H](OS(=O)(=O)O)[C@@H](OS(=O)(=O)O)[C@H](O1)COS(=O)(=O)O galactosamine tetrasulfate